S1C(NC=C1)=S thiazole-2(3H)-thione